4-(1-(azetidin-3-yl)-8-chloro-6-fluoro-3-methyl-1H-pyrazolo[4,3-c]quinolin-7-yl)-5-fluorobenzo[d]thiazol-2-amine N1CC(C1)N1N=C(C=2C=NC=3C(=C(C(=CC3C21)Cl)C2=C(C=CC1=C2N=C(S1)N)F)F)C